C(C=C(C)CCC=C(C)C)(=O)O (Z)- or (E)-geranic acid